C(C)(C)(C)OC1=C(C=C(C=C1)N(C(C#C)=O)C1(CCCC1)C(=O)NCC1=C(C=C(C=C1)OC)OC)Cl 1-(N-(4-(tert-butoxy)-3-chlorophenyl)propiolamido)-N-(2,4-dimethoxybenzyl)cyclopentane-1-carboxamide